N-((1-methylcyclopropyl)sulfonyl)propanamide CC1(CC1)S(=O)(=O)NC(CC)=O